dimethyl-behenaldehyde malonate C(CC(=O)O)(=O)O.CC(C=O)(CCCCCCCCCCCCCCCCCCCC)C